ClC1=NC=C(C(=N1)NC1=CC=2OC[C@H](N3C(C(=CC(=C1)C32)OCC(=O)NC)=O)C)Cl 2-[[(2R)-7-[(2,5-dichloropyrimidin-4-yl)amino]-2-methyl-12-oxo-4-oxa-1-azatricyclo[7.3.1.05,13]trideca-5(13),6,8,10-tetraen-11-yl]oxy]-N-methyl-acetamide